CC1=C(C=2N(C=C1C1=C(C=3N=C(SC3N1)C1CCC(CC1)NC1CSCC1)C(C)C)N=CN2)C 3-((4-(5-(7,8-dimethyl-[1,2,4]triazolo[1,5-a]pyridin-6-yl)-6-isopropyl-4H-pyrrolo[3,2-d]thiazol-2-yl)cyclohexyl)amino)tetrahydrothiophene